C(C)(=O)NC1=NC=CC(=C1)C1=C(N=C(N1)SC)C1=CC(=CS1)NC(C1=C(C=CC=C1F)F)=O N-(5-(5-(2-acetamidopyridin-4-yl)-2-(methylthio)-1H-imidazol-4-yl)thiophen-3-yl)-2,6-difluorobenzamide